C1(=CC=CC=C1)COCCOCCOCCOCCCC 1-phenyl-2,5,8,11-tetraoxapentadecane